FC1=NC(=CC(=C1)NC1=CC=C(C(=N1)C(=O)NCC#CC(C)(C)C)OC)F 6-[(2,6-difluoro-4-pyridinyl)amino]-N-(4,4-dimethylpent-2-ynyl)-3-methoxy-pyridine-2-carboxamide